Methyl 2,2-difluoro-2-phenylacetate FC(C(=O)OC)(C1=CC=CC=C1)F